O=C1C2CN(CC1CC2)C(=O)N2CC1=CC=C(C=C1CC2)C=2C=C1C(=NC2)NC=C1Cl 2-(8-oxo-3-azabicyclo[3.2.1]octane-3-carbonyl)-6-(3-chloro-1H-pyrrolo[2,3-b]pyridin-5-yl)-1,2,3,4-tetrahydroisoquinoline